5-(propane-1-yn-1-yl)-1H-indazole-7-carboxylic acid methyl ester COC(=O)C=1C=C(C=C2C=NNC12)C#CC